C1(=CC=C(C=C1)C1=NC(=NC(=N1)C1=CC=C(C=C1)C1=CC=CC=C1)C1=CC=C(C=C1)Br)C1=CC=CC=C1 2,4-di([1,1'-biphenyl]-4-yl)-6-(4-bromophenyl)-1,3,5-triazine